6-(1-methyl-1H-pyrazol-4-yl)-4-(6-(piperazin-1-yl)pyridin-3-yl)pyrazolo[1,5-a]Pyridine-3-carbonitrile dihydrochloride Cl.Cl.CN1N=CC(=C1)C=1C=C(C=2N(C1)N=CC2C#N)C=2C=NC(=CC2)N2CCNCC2